ClC=1C=CC(=C(C1)C1=NN(C=C1NC(=O)C=1C=NN2C1N=CC=C2)C(C(=O)NC2CCCC2)F)OC N-(3-(5-chloro-2-methoxyphenyl)-1-(2-(cyclopentylamino)-1-fluoro-2-oxoethyl)-1H-pyrazol-4-yl)pyrazolo[1,5-a]pyrimidine-3-carboxamide